7-((R)-2-aminopropyl)-2-(1-(cyclopropylmethyl)-7-((R)-2-(4-fluoro-1H-imidazol-1-yl)propoxy)-1H-indol-2-yl)-3-methyl-3,5,6,7-tetrahydro-8H-imidazo[4,5-b][1,6]naphthyridin-8-one N[C@@H](CN1C(C=2C=C3C(=NC2CC1)N(C(=N3)C=3N(C1=C(C=CC=C1C3)OC[C@@H](C)N3C=NC(=C3)F)CC3CC3)C)=O)C